ClC1=C(OC2=C(C(=O)N)C=CC=N2)C=CC(=C1)CC(=O)NC=1SC2=NC(=CC=C2N1)OC(F)F 2-(2-chloro-4-(2-((5-(difluoromethoxy)thiazolo[5,4-b]pyridin-2-yl)amino)-2-oxoethyl)phenoxy)nicotinamide